N-Hydroxy-4-{4-[(2-phenyl-cyclopropylamino)-methyl]-piperidin-1-ylmethyl}-benzamide TFA salt OC(=O)C(F)(F)F.ONC(C1=CC=C(C=C1)CN1CCC(CC1)CNC1C(C1)C1=CC=CC=C1)=O